2,2,2-trifluoroethyl iodide FC(CI)(F)F